C(C)(C)(C)OC(=O)C(C(=O)O)(C(CCC)C)O 2-(tert-Butoxycarbonyl)-2-hydroxy-3-methylhexanoic acid